3,4-dimethyl-8-[(3S)-3-[(6-methyl-3-pyridyl)oxy]pyrrolidin-1-yl]pyrimido[4',5':4,5]thieno[2,3-c]pyridazine dihydrochloride Cl.Cl.CC1=C(C2=C(N=N1)SC1=C2N=CN=C1N1C[C@H](CC1)OC=1C=NC(=CC1)C)C